((1r,3R,5S,7r)-3,5-Dimethyladamantan-1-yl)-3-(1-(2-methylbutanoyl)piperidin-4-yl)urea C[C@]12CC3(CC(C[C@@](C1)(C3)C)C2)NC(=O)NC2CCN(CC2)C(C(CC)C)=O